NC1=C(C2=NC3=CC=C(C=C3OC2=CC1=O)Cl)CO 2-amino-7-chloro-1-hydroxymethylphenoxazin-3-one